C(C1=CC=CC=C1)OC(CCNCCOCCOCCOCCOCCOCCOCCOCCOCCOCCOCCOCCOCCOCCOCCOCCOCCOCCOCCOCCOCCOCCOCCOCCOC)=O.C(C1CO1)OCCC[Si](OC)(OC)OC γ-(2,3-epoxypropoxy)propyltrimethyl-Oxysilane Benzyl-2,5,8,11,14,17,20,23,26,29,32,35,38,41,44,47,50,53,56,59,62,65,68,71-tetracosaoxa-74-azaheptaheptacontan-77-oate